(2H-1,2,3-triazol-4-yl)-1H-indazole-3-carboxamide N=1NN=C(C1)N1N=C(C2=CC=CC=C12)C(=O)N